Bis-(3-methyl-4-hydroxyphenyl)-acetat CC=1C=C(C=CC1O)C(C(=O)[O-])C1=CC(=C(C=C1)O)C